ClC1=CC=C(C=C1)C(=C)C 1-chloro-4-(1-propen-2-yl)benzene